2-((1-(3,6-dimethyl-2-morpholino-4-oxo-3,4-dihydroquinazolin-8-yl)ethyl)amino)-4-fluorobenzoic acid CN1C(=NC2=C(C=C(C=C2C1=O)C)C(C)NC1=C(C(=O)O)C=CC(=C1)F)N1CCOCC1